NC1=NC(=NC(=C1C(=O)O)C)C1=CC=C(C=C1)C(C)(C)C 4-amino-2-(4-(tert-butyl)phenyl)-6-methylpyrimidine-5-carboxylic acid